((((2-methoxyethyl)imino)methylene)amino)benzonitrile COCCN=C=NC1=C(C#N)C=CC=C1